BrC=1C(=C(C(C(=O)OC)=CC1)C(=O)OC)OC[C@@H]1CC2(OCCO2)CCN1 1,2-dimethyl 4-bromo-3-[(7S)-1,4-dioxa-8-azaspiro[4.5]decan-7-ylmethoxy]phthalate